(1r,3r)-3-aminocyclohexane-1-carboxylic acid methyl ester COC(=O)[C@H]1C[C@@H](CCC1)N